[N+](=O)([O-])C1=C(COC=2C=C(C=CC2)CO)C=CC=C1 (3-((2-nitrobenzyl)oxy)phenyl)methanol